(S)-1-(2-ethoxy-5-(trifluoromethoxy)benzyl)-3-methylpiperazine hydrochloride Cl.C(C)OC1=C(CN2C[C@@H](NCC2)C)C=C(C=C1)OC(F)(F)F